FC1=C2C=C(N=CC2=C(C=C1)N1[C@@H]([C@H](C1)CS(=O)(=O)C)C)NC1=NC(=NC=C1)N1C[C@H]([C@H](CC1)OC)F 5-fluoro-N-{2-[(3R,4S)-3-fluoro-4-methoxy-piperidin-1-yl]pyrimidin-4-yl}-8-[(2R,3S)-3-(methanesulfonyl-methyl)-2-methylazetidin-1-yl]isoquinolin-3-amine